N-[6-[[2-methoxy-4-pyridinyl]amino]-1,3-benzothiazol-2-yl]carbamic acid tert-butyl ester C(C)(C)(C)OC(NC=1SC2=C(N1)C=CC(=C2)NC2=CC(=NC=C2)OC)=O